C(CCCCCCC\C=C/C\C=C/CCCCC)(=O)OCC(COC(CCCCCCCCCCCCCCC)=O)OC(NC1CN(C1)CCC(F)(F)F)=O 3-(palmitoyloxy)-2-(((1-(3,3,3-trifluoropropyl)azetidin-3-yl)carbamoyl)oxy)-propyl (9Z,12Z)-octadeca-9,12-dienoate